2-(2,3-Difluorophenyl)-1-((1S,3R)-3-(hydroxymethyl)-1-methyl-5-(1H-pyrazol-4-yl)-3,4-dihydroisochinolin-2(1H)-yl)ethan-1-on FC1=C(C=CC=C1F)CC(=O)N1[C@H](C2=CC=CC(=C2C[C@@H]1CO)C=1C=NNC1)C